N-(1-(6,7-Difluoro-4-oxo-3,4-dihydrophthalazin-1-yl)ethyl)-5-fluoro-N-methyl-6-(trifluoromethyl)nicotinamide FC=1C=C2C(NN=C(C2=CC1F)C(C)N(C(C1=CN=C(C(=C1)F)C(F)(F)F)=O)C)=O